bisstearyl-ethylenediamide ISOCYaNATE [N-]=C=O.C(CCCCCCCCCCCCCCCCC)[N-]CC[N-]CCCCCCCCCCCCCCCCCC